4-[[2-(6-oxo-2,5-diazaspiro[3.4]octane-2-carbonyl)-2-azaspiro[3.3]heptane-6-yl]oxy]-2-(trifluoromethyl)benzonitrile O=C1NC2(CN(C2)C(=O)N2CC3(C2)CC(C3)OC3=CC(=C(C#N)C=C3)C(F)(F)F)CC1